tert-butyl 4-[[4-(cyclopentylamino)-2-methylsulfanyl-pyrimidin-5-yl] methylamino]-3,4-dihydro-2H-quinoline-1-carboxylate C1(CCCC1)NC1=NC(=NC=C1CNC1CCN(C2=CC=CC=C12)C(=O)OC(C)(C)C)SC